tert-butyl 3-cyclopropoxy-pyrrolidine-1-carboxylate C1(CC1)OC1CN(CC1)C(=O)OC(C)(C)C